1-(1-naphthyl)-2-thiourea C1(=CC=CC2=CC=CC=C12)NC(=S)N